4-(3-hydroxyphenyl)-7-(2-methoxyphenyl)-2-methyl-5-oxo-1,4,5,6,7,8-hexahydroquinoline-3-carboxylic acid butyl ester C(CCC)OC(=O)C1=C(NC=2CC(CC(C2C1C1=CC(=CC=C1)O)=O)C1=C(C=CC=C1)OC)C